F[C@@H]1C[C@@]2(CCCN2C1)COC1=NC(=NC(=N1)N1C[C@H]2CC[C@@H](C1)N2)OCC2=CC(=CC1=CC=C(C(=C21)C#C)F)O 4-{[(4-{[(2R,7aS)-2-fluoro-hexahydropyrrolizin-7a-yl]methoxy}-6-[(1R,5S)-3,8-diazabicyclo[3.2.1]octan-3-yl]-1,3,5-triazin-2-yl)oxy]methyl}-5-ethynyl-6-fluoronaphthalen-2-ol